(R)-3-(1-(2-(3-aminoprop-1-yn-1-yl)phenyl)ethyl)-5-chloro-2-oxo-N-(1,2,4-thiadiazol-5-yl)-2,3-dihydrobenzo[d]oxazole-6-sulfonamide 2,2,2-trifluoroacetate FC(C(=O)O)(F)F.NCC#CC1=C(C=CC=C1)[C@@H](C)N1C(OC2=C1C=C(C(=C2)S(=O)(=O)NC2=NC=NS2)Cl)=O